C1(=CC=CC=C1)SC1=C(C=CC=C1)[N+](=O)[O-] 2-nitrophenyl phenyl sulfide